OC1(CCC(CC1)N[C@@H]1CN(CC1)C(CNC(C1=CC(=CC=C1)C(F)(F)F)=O)=O)C1=NC=C(C=C1)C1=NC=CC=N1 N-[2-((3S)-3-{[4-hydroxy-4-(5-pyrimidin-2-ylpyridin-2-yl)cyclohexyl]amino}pyrrolidin-1-yl)-2-oxoethyl]-3-(trifluoromethyl)benzamide